C[C@@]12[C@H](C[C@@H](CC1)C2(C)C)O (1R,2S,4R)-1,7,7-trimethylbicyclo[2.2.1]heptan-2-ol